COC(CC(C)N1N=C2C=C(C(=CC2=C1)Br)OC(C)C)=O 3-(5-bromo-6-isopropoxy-2H-indazol-2-yl)butanoic acid methyl ester